F[C@@H]1[C@H](CNC1)NC1=CC=CC(=N1)C1=CN=C2N1N=C(C(=C2)OC)C(C)(C)O 2-(3-(6-(((3S,4S)-4-fluoropyrrolidin-3-yl)amino)pyridin-2-yl)-7-methoxyimidazo[1,2-b]pyridazin-6-yl)propan-2-ol